N-[6-chloro-4-methyl-5-(prop-2-yl)pyridazin-3-yl]-1,3-benzothiazol-2-amine ClC1=C(C(=C(N=N1)NC=1SC2=C(N1)C=CC=C2)C)C(C)C